(3-benzofuran-3-yl-1-methanesulfonylmethyl-1H-pyrazolo[4,3-c]pyridin-6-yl)-1,4-oxaazepan-4-yl-methanone O1C=C(C2=C1C=CC=C2)C2=NN(C1=C2C=NC(=C1)C(=O)N1CCOCCC1)CS(=O)(=O)C